N-(1-amino-4,4-difluoro-2-methylbutan-2-yl)-2-methyl-5-(pyridin-2-ylmethoxy)-2H-indazole-3-carboxamide NCC(CC(F)F)(C)NC(=O)C=1N(N=C2C=CC(=CC12)OCC1=NC=CC=C1)C